C(C)(C)(C)OC(=O)N1[C@H](C[C@H](C1)N(C)C(=O)OCC1=CC=CC=C1)CO.NC1=C(C(=CC(=C1)F)F)C(C)=O 1-(2-amino-4,6-difluorophenyl)ethanone (2R,4R)-tert-butyl-4-(((benzyloxy)carbonyl)(methyl)amino)-2-(hydroxymethyl)pyrrolidine-1-carboxylate